OC1=CC(=NC2=CC=C(C=C12)C#N)C(F)(F)F 4-hydroxy-2-(trifluoromethyl)quinoline-6-carbonitrile